CC(C)(C)[S@@](=O)/N=C/[C@@H]1OC[C@H](CC1)C(F)(F)F (R)-2-methyl-N-((E)-((trans)-5-(trifluoromethyl)tetrahydro-2H-pyran-2-yl)methylene)propane-2-sulfinamide